ClC1=C(C=CC(=C1)F)NC1=CC(=C(C=C1)N)C N4-(2-chloro-4-fluorophenyl)-2-methylbenzene-1,4-diamine